Hydroxyethyl disulfide bis(3-mercaptopropionate) SCCC(=O)O.SCCC(=O)O.OCCSSCCO